4-amino-7-fluoro-1-methyl-N-(1-methyl-1H-pyrazol-4-yl)-N-(7-(trifluoromethyl)chroman-4-yl)-1H-pyrazolo[4,3-c]quinolin-8-carboxamide NC1=NC=2C=C(C(=CC2C2=C1C=NN2C)C(=O)N(C2CCOC1=CC(=CC=C21)C(F)(F)F)C=2C=NN(C2)C)F